ClC1=CC=C(C=C1)C1=NC=2N(C=C1)N=C(C2C2=NC=1C(=NC=C(C1)C(F)(F)F)N2C)SCC 2-(5-(4-chlorophenyl)-2-(ethylthio)pyrazolo[1,5-a]pyrimidin-3-yl)-3-methyl-6-(trifluoromethyl)-3H-imidazo[4,5-b]pyridine